3-methyl-1,7-nonanediol CC(CCO)CCCC(CC)O